N-(3-Methoxy-1-(2,2,2-trifluoroethyl)-1H-pyrazol-4-yl)-2-(1H-pyrazol-4-yl)thiazole COC1=NN(C=C1N1C(SC=C1)C=1C=NNC1)CC(F)(F)F